(2'-chloro-2-fluoro-[1,1'-biphenyl]-3-yl)methanol ClC1=C(C=CC=C1)C1=C(C(=CC=C1)CO)F